CN1N=CC=C1C1=CC=C2C(N(C=NC2=C1)[C@H](C)C=1C=C(C(=O)NCC2COC2)C=CC1)=O (R)-3-(1-(7-(1-Methyl-1H-pyrazol-5-yl)-4-oxoquinazolin-3(4H)-yl)ethyl)-N-(oxetan-3-ylmethyl)benzamide